9-ethyl-2-methyl-3-((2-ethyl-1H-pyrrol-1-yl)methyl)-1,2,3,9-tetrahydro-4H-carbazol-4-one C(C)N1C2=CC=CC=C2C=2C(C(C(CC12)C)CN1C(=CC=C1)CC)=O